4-TERT-BUTYL-1-CYCLOHEXYL ACETATE C(C)(=O)OC1CCC(CC1)C(C)(C)C